2,4-dibromonaphthalen-1-amine BrC1=C(C2=CC=CC=C2C(=C1)Br)N